N1C(=CC2=CC=CC=C12)C(=O)N1CCN(CC1)C(C(=O)NCC1(CC1)O)=O 2-(4-(1H-indole-2-carbonyl)piperazin-1-yl)-N-((1-hydroxycyclopropyl)methyl)-2-oxoacetamide